ClC=1C=C(C(=C2C(=NN(C12)C)N1C(C2=CC=CC=C2C1=O)=O)OC1=C(C=CC(=C1)F)Cl)NC(=O)N1CCC2=CC=CC=C12 N-[7-chloro-4-(2-chloro-5-fluorophenoxy)-3-(1,3-dioxoisoindol-2-yl)-1-methylindazol-5-yl]-2,3-dihydroindole-1-carboxamide